4,6-dimethyl-3-(pyrimidin-2-yl)picolinonitrile CC1=C(C(=NC(=C1)C)C#N)C1=NC=CC=N1